ClC=1C(=C(C=C(C1)Cl)N1CCNCC1)C 1-(3,5-dichloro-2-methyl-phenyl)piperazine